Cl.N[C@@H](CC(=O)OCC)C=1C=C(C=C(C1F)C)C1=C(C(=CC=C1C)F)C ethyl (S)-3-amino-3-(3',4-difluoro-2',5,6'-trimethyl-[1,1'-biphenyl]-3-yl)propanoate hydrochloride